3-(4-(sec-butyl)piperidin-1-yl)-N-(3-(N-(tert-butyl)sulfamoyl)phenyl)-5-((1-hydroxy-2-methylpropan-2-yl)amino)pyrazine-2-carboxamide C(C)(CC)C1CCN(CC1)C=1C(=NC=C(N1)NC(CO)(C)C)C(=O)NC1=CC(=CC=C1)S(NC(C)(C)C)(=O)=O